C(CC(CCCC)=O)=O heptane-1,3-dione